(2S,3S,4S,5R,6S)-6-[2-[[(1R)-1-(3,6-dimethyl-2-morpholino-4-oxo-quinazolin-8-yl)ethyl]amino]benzoyl]oxy-3,4,5-trihydroxy-tetrahydropyran-2-carboxylic acid CN1C(=NC2=C(C=C(C=C2C1=O)C)[C@@H](C)NC1=C(C(=O)O[C@H]2[C@@H]([C@H]([C@@H]([C@H](O2)C(=O)O)O)O)O)C=CC=C1)N1CCOCC1